C(#N)C1=C(C=CC=C1)[C@@H](C)OC=1C=2N(C=C(C1)C=1C=NN(C1C)C1CCN(CC1)C#N)N=CC2 4-(4-[4-[(1R)-1-(2-cyanophenyl)ethoxy]pyrazolo[1,5-a]pyridin-6-yl]-5-methylpyrazol-1-yl)piperidine-1-carbonitrile